1-((3,3-difluorocyclopentyl)methyl)-3-(difluoromethoxy)-N-(2-(methylsulfonyl)pyridin-4-yl)-4-(trifluoromethyl)-1H-pyrazole-5-carboxamide FC1(CC(CC1)CN1N=C(C(=C1C(=O)NC1=CC(=NC=C1)S(=O)(=O)C)C(F)(F)F)OC(F)F)F